C1=CC=C(C=C1)COC(=O)NC(CCCCN)C(=O)O N-alpha-CBZ-lysine